(2R,3S,4S,5R)-N-(2-((4-aminopyrimidin-2-yl)oxy)pyridin-4-yl)-3-(3,4-difluoro-2-methoxyphenyl)-4,5-dimethyl-5-(trifluoromethyl)tetrahydrofuran-2-carboxamide NC1=NC(=NC=C1)OC1=NC=CC(=C1)NC(=O)[C@@H]1O[C@]([C@H]([C@H]1C1=C(C(=C(C=C1)F)F)OC)C)(C(F)(F)F)C